5-chloro-2-fluoro-4-(((5-fluoropyridin-2-yl)oxy)methyl)benzoyl chloride ClC=1C(=CC(=C(C(=O)Cl)C1)F)COC1=NC=C(C=C1)F